C(CC(O)(C(=O)[O-])CC(=O)[O-])(=O)[O-].[Fe+3] iron citrate